C(C)(C)(C)OC(=O)N1CC=C(CC1)C=1C=CC=2NC3=CC(=CC=C3C2C1)C1=CN(C(C(=C1C)C)=O)C 4-(7-(1,4,5-trimethyl-6-oxo-1,6-dihydropyridin-3-yl)-9H-carbazol-3-yl)-5,6-dihydropyridine-1(2H)-carboxylic acid tert-butyl ester